1-(Oxazol-2-ylmethyl)-2-((4-(6-(Pyridin-2-ylmethoxy)pyridin-2-yl)piperazin-1-yl)methyl)-1H-benzo[d]imidazol O1C(=NC=C1)CN1C(=NC2=C1C=CC=C2)CN2CCN(CC2)C2=NC(=CC=C2)OCC2=NC=CC=C2